C(CCC)OP(OCCCC)(OCCCC)=O tri(n-butyl)phosphoric acid